4-(5-(3-((2-(3-carboxypropionyl)-6-hydroxybenzo[b]thiophen-5-yl)oxy)propoxy)-6-methoxyisoindolin-2-yl)-4-oxobutanoic acid disodium salt [Na+].[Na+].C(=O)([O-])CCC(=O)C1=CC2=C(S1)C=C(C(=C2)OCCCOC=2C=C1CN(CC1=CC2OC)C(CCC(=O)[O-])=O)O